C(C1=CC=CC=C1)(=O)N1C[C@@H](CC1)C(=O)N[C@@H]([C@H](O)C1=CC(=C(C=C1)OC1CC1)Cl)CN1CCCC1 (R)-1-benzoyl-N-((1R,2R)-1-(3-chloro-4-cyclopropoxyphenyl)-1-hydroxy-3-(pyrrolidin-1-yl)propan-2-yl)pyrrolidine-3-carboxamide